CC1=NC(=NC=2N([C@H](C(NC12)=O)C)C)N[C@@H]1C[C@H](C1)OC1=C(C(=C(C=C1)F)F)F (7S)-4,7,8-trimethyl-2-((trans-3-(2,3,4-trifluorophenoxy)cyclobutyl)amino)-7,8-dihydropteridin-6(5H)-one